CC1=C(C=C(C2=C1C(N=C(S2)N2CCC1(OC[C@@H](O1)C)CC2)=O)[N+](=O)[O-])C(F)(F)F (S)-5-methyl-2-(2-methyl-1,4-dioxa-8-azaspiro[4.5]decan-8-yl)-8-nitro-6-(trifluoromethyl)-4H-1,3-benzothiazin-4-one